C(C1=CC=CC=C1)OC(=O)N[C@@H](C(=O)OCC1=CC=CC=C1)CNC(C1=CC(=CC(=C1)C1N(CCC1)C)F)=O (2R)-benzyl 2-(((benzyloxy)carbonyl)amino)-3-(3-fluoro-5-(1-methylpyrrolidin-2-yl)benzamido)propanoate